C(C)(C)(C)C1=C(C(=CC=C1)C)NC(=O)C1=NN(C(=CC1=O)C)C1=CC=CC=C1 N-(2-(tert-butyl)-6-methylphenyl)-6-methyl-4-oxo-1-phenyl-1,4-dihydropyridazine-3-carboxamide